C(C)N1C(C=CC=C1C)=O 1-ethyl-6-methylpyridin-2(1H)-one